Cl.COC(C(C1=CC=C(C=C1)C)C1=NC=CC=C1)=O 2-(pyridin-2-yl)-2-(p-tolyl)acetic acid methyl ester hydrochloride